1-(3-Aminopropyl)pyrrolidine NCCCN1CCCC1